2-(5-bromo-2,3-dihydroxybenzylideneamino)-3-(4-hydroxy-phenyl)propanoic acid BrC=1C=C(C(=C(C=NC(C(=O)O)CC2=CC=C(C=C2)O)C1)O)O